4'-butyramido-4-chloro-4''-ureido-[1,1':3',1''-terphenyl]-5'-carboxamide C(CCC)(=O)NC1=C(C=C(C=C1C(=O)N)C1=CC=C(C=C1)Cl)C1=CC=C(C=C1)NC(=O)N